BrC(C(=O)NC1=NC=C(C=C1)F)C 2-bromo-N-(5-fluoropyridin-2-yl)propionamide